1-(3-methoxycarbonylphenyl)-3-(pyridin-3-yl)quinazoline-2,4(1H,3H)-dione COC(=O)C=1C=C(C=CC1)N1C(N(C(C2=CC=CC=C12)=O)C=1C=NC=CC1)=O